OC[C@H](C)NC(OC(C)(C)C)=O tert-butyl [(2S)-1-hydroxypropan-2-yl]carbamate